BrC=1C=C(C(=C(C1)CBr)CBr)F 5-bromo-1,2-bis(bromomethyl)-3-fluorobenzene